1-(4-(1-(((2-(((cyclobutylmethyl)amino)methyl))-1H-indol-6-yl)methyl)-1H-1,2,3-triazol-4-yl)-1H-indazol-6-yl)-N,N-dimethylmethylamine C1(CCC1)CNCC=1NC2=CC(=CC=C2C1)CN1N=NC(=C1)C1=C2C=NNC2=CC(=C1)CN(C)C